OC(C(C(=O)OC)=C)C1=NC(=CC=C1)C methyl 2-[hydroxy(6-methylpyridin-2-yl)methyl]prop-2-enoate